[3,4,5-tris(acetyloxy)-6-[(2,2,2-trichloroethanimidoyl)oxy]oxan-2-yl]methyl acetate C(C)(=O)OCC1OC(C(C(C1OC(C)=O)OC(C)=O)OC(C)=O)OC(C(Cl)(Cl)Cl)=N